8-bromo-6-chloro-2-methyl-imidazo[1,2-a]pyrazine BrC=1C=2N(C=C(N1)Cl)C=C(N2)C